ClC1=NC=CC=2C(=CC=CC12)S(=O)(=O)NC=1C(=NC(=C(C1)F)OCC(F)F)OC 1-Chloro-N-[6-(2,2-difluoroethoxy)-5-fluoro-2-methoxy-3-pyridinyl]isoquinoline-5-sulfonamide